[N-](S(=O)(=O)C(F)(F)F)S(=O)(=O)C(F)(F)F.C(C)N1CN(C=C1)C 1-ethyl-3-methylimidazol bis(trifluoromethylsulfonyl)imide salt